N-[2-chloro-4-(trifluoromethyl)phenyl]-2-[2-(3,6-dihydro-2H-pyran-4-yl)-5-ethyl-7-oxo-6-(piperazin-1-yl)-[1,2,4]triazolo[1,5-a]pyrimidin-4-yl]acetamide ClC1=C(C=CC(=C1)C(F)(F)F)NC(CN1C=2N(C(C(=C1CC)N1CCNCC1)=O)N=C(N2)C=2CCOCC2)=O